C(C)(C)(C)OC(=O)N1CC(O[C@H]([C@H]1CNC1=NC=C(C=C1C#N)C(F)(F)F)C)(F)F.C(C)(=O)C1=NC(=CC=C1)C(C)NC1=C(C=CC=C1CC)CC 2-acetyl-6-(1-(2,6-diethyl-anilino)ethyl)pyridine tert-butyl-(5R,6S)-5-(((3-cyano-5-(trifluoromethyl)pyridin-2-yl)amino)methyl)-2,2-difluoro-6-methylmorpholine-4-carboxylate